FC1=C(C(=CC=C1)C)N1CCC(CC1)N1C(N(C=2C(C1C)=NN(C2)C2OCCCC2)CC2=C(C=CC=C2)C(F)(F)F)=O 6-[1-(2-fluoro-6-methyl-phenyl)-piperidin-4-yl]-7-methyl-2-(tetrahydro-pyran-2-yl)-4-(2-trifluoromethyl-benzyl)-2,4,6,7-tetrahydro-pyrazolo[4,3-d]pyrimidin-5-one